COC=1C=C(\C=N\NC(=O)C2=NC=CC(=N2)C2=CC=C(C=C2)OCCC)C=C(C1)OC (E)-N'-(3,5-dimethoxybenzylidene)-4-(4-propoxyphenyl)pyrimidine-2-carboxylic acid hydrazide